C(C)(C)(C)OC(=O)N1CCC(CC1)\C=C\C(=O)OCC 4-[(1E)-3-ethoxy-3-oxoprop-1-en-1-yl]piperidine-1-carboxylic acid tert-butyl ester